2-amino-5-bromo-N'-(2,6-dichlorobenzoyl)nicotinhydrazide NC1=C(C(=O)NNC(C2=C(C=CC=C2Cl)Cl)=O)C=C(C=N1)Br